(R)-7-(8-((2,3-dichlorophenyl)thio)imidazo[1,2-c]pyrimidin-5-yl)-7-azaspiro[3.5]nonan-1-amine ClC1=C(C=CC=C1Cl)SC=1C=2N(C(=NC1)N1CCC3(CC[C@H]3N)CC1)C=CN2